7-Chlorocarbonyl-4-fluorobenzofuran ClC(=O)C1=CC=C(C=2C=COC21)F